FC=1C=C2C(N(C=NC2=CC1)CC1CCN(CC12CCCC2)C(=O)Cl)=O 10-((6-fluoro-4-oxoquinazolin-3(4H)-yl)methyl)-7-azaspiro[4.5]decane-7-carbonyl chloride